O[C@@H]([C@@H](C)[C@H]1CC[C@H]2[C@@H]3CC[C@@H]4C[C@@](CC[C@@H]4[C@H]3CC[C@]12C)(O)C(F)(F)F)C#CC (3R,5R,8R,9R,10S,13S,14S,17R)-17-((2S,3S)-3-hydroxyhex-4-yn-2-yl)-13-methyl-3-(trifluoromethyl)hexadecahydro-1H-cyclopenta[a]phenanthren-3-ol